OC(COC(C(=C)C)=O)C.P(O)(O)(O)=O phosphoric acid 2-hydroxypropyl-methacrylate